rhodium (1,5-cyclooctadiene) tetrafluoroborate F[B-](F)(F)F.C1=CCCC=CCC1.[Rh+3].F[B-](F)(F)F.F[B-](F)(F)F